tert-Butyl-2-(4-((7-chloro-4-hydroxy-4-methylhept-2-yn-1-yl)oxy)phenyl)-3,6,8-trioxo-2,7-diazaspiro[4.5]decane-7-carboxylate C(C)(C)(C)OC(=O)N1C(C2(CC(N(C2)C2=CC=C(C=C2)OCC#CC(CCCCl)(C)O)=O)CCC1=O)=O